3-(4-((1R,5S)-3,8-diazabicyclo[3.2.1]octan-3-yl)-2-(((S)-1-methylpyrrolidin-2-yl)methoxy)quinazolin-7-yl)-4-methylaniline [C@H]12CN(C[C@H](CC1)N2)C2=NC(=NC1=CC(=CC=C21)C=2C=C(N)C=CC2C)OC[C@H]2N(CCC2)C